N-(4-(3-fluoro-4-(morpholine-4-sulfonylamino)phenyl)-1H-pyrrolo[2,3-b]pyridin-6-yl)cyclopropylcarboxamide FC=1C=C(C=CC1NS(=O)(=O)N1CCOCC1)C1=C2C(=NC(=C1)NC(=O)C1CC1)NC=C2